The molecule is an unsaturated fatty acyl-CoA that results from the formal condensation of the thiol group of coenzyme A with the carboxy group of (6Z,9Z,12Z,15Z,18Z,21Z)-3-hydroxytetracosahexaenoic acid. It is a member of n-3 PUFA and a product of alpha-linolenoic acid metabolism. It has a role as a mouse metabolite. It is an unsaturated fatty acyl-CoA, a very long-chain fatty acyl-CoA and a 3-hydroxy fatty acyl-CoA. CC/C=C\\C/C=C\\C/C=C\\C/C=C\\C/C=C\\C/C=C\\CCC(CC(=O)SCCNC(=O)CCNC(=O)[C@@H](C(C)(C)COP(=O)(O)OP(=O)(O)OC[C@@H]1[C@H]([C@H]([C@@H](O1)N2C=NC3=C(N=CN=C32)N)O)OP(=O)(O)O)O)O